C(#N)C1=C(C(=O)OC)C=CC(=C1)N1CC(C1)C(OC)OC methyl 2-cyano-4-[3-(dimethoxymethyl)azetidin-1-yl]benzoate